ClC=1C=C(C=CC1C#N)N1C(N(C(C1=O)(C)C)C1=CC=C(C=C1)N1CCC(CC1)CN1CCN(CC1)C(=O)OC(C)(C)C)=S tert-butyl 4-((1-(4-(3-(3-chloro-4-cyanophenyl)-5,5-dimethyl-4-oxo-2-thioxoimidazolidin-1-yl)phenyl)piperidin-4-yl)methyl)piperazine-1-carboxylate